N-(8-Methoxytetralin-1-yl)pyrido[3,2-d]pyrimidin-4-amine COC=1C=CC=C2CCCC(C12)NC=1C2=C(N=CN1)C=CC=N2